((3aR,4R,6R,6aR)-6-(4-aminopyrrolo[2,1-f][1,2,4]triazin-7-yl)-6-cyano-2-ethyltetrahydrofuro[3,4-d][1,3]dioxol-4-yl)methyl ethyl carbonate C(OC[C@H]1O[C@@]([C@@H]2OC(O[C@@H]21)CC)(C#N)C2=CC=C1C(=NC=NN12)N)(OCC)=O